Octadecyl-3-[[3-(dodecyloxy)-3-oxopropyl]thio]propionat C(CCCCCCCCCCCCCCCCC)OC(CCSCCC(=O)OCCCCCCCCCCCC)=O